ethyl 3-((4-butoxyphenyl)sulfonyl)-4-(1H-1,2,4-triazol-1-yl)quinoline-6-carboxylate C(CCC)OC1=CC=C(C=C1)S(=O)(=O)C=1C=NC2=CC=C(C=C2C1N1N=CN=C1)C(=O)OCC